ClCCCCCCC1=CC=C(C(=O)OC)C=C1 methyl 4-(6-chlorohexyl)benzoate